2-(4-(2-(6-((1,4-Dioxan-2-yl)methoxy)-4-hydroxy-3-methylpyridin-2-yl)ethyl)phenoxy)acetic acid O1C(COCC1)COC1=CC(=C(C(=N1)CCC1=CC=C(OCC(=O)O)C=C1)C)O